(5S,8S)-N-(2,4-dichloro-6-fluorobenzyl)-5-fluoro-8-hydroxy-8-(hydroxymethyl)-5,6,7,8-tetrahydroquinoline-5-carboxamide ClC1=C(CNC(=O)[C@]2(C=3C=CC=NC3[C@@](CC2)(CO)O)F)C(=CC(=C1)Cl)F